COC=1C=C(C=CC1OC)C=1NC2=CC=C(C=C2C1C(C)C)C1CCN(CC1)CC1=CN=C(N1)C 2-(3,4-dimethoxyphenyl)-3-isopropyl-5-(1-((2-methyl-1H-imidazol-5-yl)methyl)piperidin-4-yl)-1H-indole